4-isopropyl-N,N-dimethyl-5-(8-methyl-[1,2,4]triazolo[1,5-a]pyridin-6-yl)-1H-pyrazole-3-carboxamide C(C)(C)C=1C(=NNC1C=1C=C(C=2N(C1)N=CN2)C)C(=O)N(C)C